BrC=1N=CN(C1Br)CCOCCOCCOC 4,5-dibromo-1-(3,6,9-trioxadecyl)imidazole